FC(CCNC(=O)C1=CC=CC(=N1)C(=O)[O-])(F)F 6-((3,3,3-trifluoropropyl)carbamoyl)picolinate